C1(=CC=C(C=C1)C1=NC=NC(=N1)Cl)C1=CC=C(C=C1)C1=CC=CC=C1 4-([1,1':4',1''-terphenyl]-4-yl)-6-chloro-1,3,5-triazine